CC1=NC2=C(N1CC1=CC(=C(C=C1)Cl)C(F)(F)F)C=C(C=C2NS(=O)(=O)CC)C=2C1=C(C(N(C2)C)=O)NC=C1 N-(2-methyl-6-(6-methyl-7-oxo-6,7-dihydro-1H-pyrrolo[2,3-c]pyridin-4-yl)-1-(3-(trifluoromethyl)-4-chlorobenzyl)-1H-benzo[d]imidazol-4-yl)ethanesulfonamide